C(C1=CC(C(=O)O)=CC=C1)(=O)O.CO[Si](O[SiH3])(OC)OC trimethoxy disiloxane Isophthalat